4-(4-(4-(2,6-dioxopiperidin-3-yl)phenyl)piperazine-1-carbonyl)benzoic acid O=C1NC(CCC1C1=CC=C(C=C1)N1CCN(CC1)C(=O)C1=CC=C(C(=O)O)C=C1)=O